4-{[4-amino-6-(cyclohexylmethoxy)-5-nitrosopyrimidin-2-yl]amino}benzamide NC1=NC(=NC(=C1N=O)OCC1CCCCC1)NC1=CC=C(C(=O)N)C=C1